NC(C1=C(C=C(C(=C1)Cl)Cl)O)C1CCNCC1 2-[amino(piperidin-4-yl)methyl]-4,5-dichlorophenol